deoxyuridine-monophosphate P(=O)(O)(O)OC[C@@H]1[C@H](C[C@@H](O1)N1C(=O)NC(=O)C=C1)O